(3R)-3-amino-7-[5-[1-methyl-1-(methylamino)ethyl]-1,3,4-oxadiazol-2-yl]-1,1-dioxo-5-[[4-(trifluoromethoxy)phenyl]methyl]-2,3-dihydro-1lambda6,5-benzothiazepin-4-one N[C@H]1CS(C2=C(N(C1=O)CC1=CC=C(C=C1)OC(F)(F)F)C=C(C=C2)C=2OC(=NN2)C(C)(NC)C)(=O)=O